C1(=CC=CC=C1)C1=CC2=C(SC3=C2C=CC(=C3)C3=CC=CC=C3)C(=C1)C=1C=C(C=CC1)C1=NC(=NC(=N1)C1=CC=CC=C1)C1=CC=CC=C1 2-{3-(2,7-diphenyldibenzothiophene-4-yl)-phenyl}-4,6-diphenyl-1,3,5-triazine